COC=1C=C(C[C@H]([C@H](C(=O)NCCC(C)C)CC2=CC(=C(C=C2)O)OC)CO)C=CC1OC (2r,3r)-3-(3,4-dimethoxybenzyl)-4-hydroxy-2-(4-hydroxy-3-methoxybenzyl)-N-isopentylbutyramide